NCCCCNC(OC(C)(C)C)=O tert-butyl N-(4-aminobutyl)-carbamate